FC1=C(C(=O)OC)C(=CC=C1F)CC(=C)OCOC methyl 2,3-difluoro-6-(2-(methoxymethoxy)allyl)benzoate